2-(4-chlorobenzenesulfonyl)-6-[1-(2,2-difluoroethyl)-1H-pyrazolo[3,4-b]pyrazin-6-yl]-2,6-diazaspiro[3.4]octane ClC1=CC=C(C=C1)S(=O)(=O)N1CC2(C1)CN(CC2)C2=CN=C1C(=N2)N(N=C1)CC(F)F